ClC1=CC(=CC=2N(C(=NC21)CCl)C[C@H]2OCC2)C(=O)OC Methyl (S)-4-chloro-2-(chloromethyl)-1-(oxetan-2-ylmethyl)-1H-benzo[d]imidazole-6-carboxylate